COS(=O)(=O)O.C(C)N1CN(C=C1)C 1-ethyl-3-methylimidazole Methyl-sulfate salt